[Si](C1=CC=CC=C1)(C1=CC=CC=C1)(C(C)(C)C)OCCC1CCC(CC1)O (1s,4s)-4-(2-((tert-butyldiphenylsilyl)oxy)ethyl)cyclohexan-1-ol